N-{[4-(1-methyl-1H-indazole-4-sulfonyl)phenyl]methyl}imidazo[1,2-a]pyrimidine-6-carboxamide CN1N=CC=2C(=CC=CC12)S(=O)(=O)C1=CC=C(C=C1)CNC(=O)C=1C=NC=2N(C1)C=CN2